NC=1C=CC(=NC1F)N1N=C(C(=C1)C1=CN=C(N1C)C(=O)NC1=CC(=C(C=C1)C(=O)N1CCN(CC1)C(=O)C1CCNCC1)Cl)C(F)(F)F 5-[1-(5-amino-6-fluoro-2-pyridyl)-3-(trifluoromethyl)pyrazol-4-yl]-N-[3-chloro-4-[4-(piperidine-4-carbonyl)piperazine-1-carbonyl]phenyl]-1-methylimidazole-2-carboxamide